3-((5-amino-6-methylpyrazin-2-yl)ethynyl)-N-(3-(2-cyanopropan-2-yl)-5-(4-methylpiperazine-1-yl)phenyl)-4-methylbenzamide NC=1N=CC(=NC1C)C#CC=1C=C(C(=O)NC2=CC(=CC(=C2)N2CCN(CC2)C)C(C)(C)C#N)C=CC1C